5-chloro-N-(3-chloro-5-((1-((2-(trimethylsilyl)ethoxy)methyl)-1H-pyrazol-4-yl)oxy)phenyl)-2-(1,1-dioxidoisothiazolidin-2-yl)isonicotinamide ClC1=CN=C(C=C1C(=O)NC1=CC(=CC(=C1)OC=1C=NN(C1)COCC[Si](C)(C)C)Cl)N1S(CCC1)(=O)=O